2,2'-(propane-2,2-diylbis(sulfanedioyl))diethanol CC(C)(S(=O)(=O)CCO)S(=O)(=O)CCO